NC/C(/CN1N=CC(=C1)C(=O)NCC)=C\F (E)-1-(2-(aminomethyl)-3-fluoroallyl)-N-ethyl-1H-pyrazole-4-carboxamide